methyl (S)-3-hydroxy-2-methylpropanoate OC[C@@H](C(=O)OC)C